ClC=1C=C(C=CC1OC)C1=NC=C(C(=N1)N)[N+](=O)[O-] 2-(3-chloro-4-methoxy-phenyl)-5-nitro-pyrimidin-4-amine